C([C@H](C)O)O (s)-1,2-propylene glycol